4-(2-(2-fluorophenyl)pyridin-4-yl)-N6-(2-methoxy-5-methyl-4-(4-(4-methylpiperazin-1-yl)piperidin-1-yl)phenyl)pyrimidine-4,6-diamine FC1=C(C=CC=C1)C1=NC=CC(=C1)C1(NC=NC(=C1)NC1=C(C=C(C(=C1)C)N1CCC(CC1)N1CCN(CC1)C)OC)N